BrC=1C=C(C=CC1)C(CCOCC(C#C)(C)C)N1N=C(C=C1)C=1C=C(OC=2C(=C3C=CN(C3=CC2F)S(=O)(=O)C2=CC=C(C)C=C2)CO)C=CC1F (5-(3-(1-(1-(3-Bromophenyl)-3-((2,2-dimethylbut-3-yn-1-yl)oxy)propyl)-1H-pyrazol-3-yl)-4-fluorophenoxy)-6-fluoro-1-tosyl-1H-indol-4-yl)methanol